[4-(dimethylamino)piperidin-1-yl]methylketone CN(C1CCN(CC1)CC(=O)CN1CCC(CC1)N(C)C)C